(1S,2R)-N-(7-chloro-6-(4-((3S,4S)-4-hydroxy-3-methyltetrahydrofuran-3-yl)piperazin-1-yl)isoquinolin-3-yl)-2-(pyridin-2-yl)cyclobutane-1-carboxamide ClC1=C(C=C2C=C(N=CC2=C1)NC(=O)[C@@H]1[C@@H](CC1)C1=NC=CC=C1)N1CCN(CC1)[C@]1(COC[C@H]1O)C